CN1N=C2C(NC(C(=C2N[C@H](C)C2=NC=CC=N2)C2=NC3=C(N2)C=C(C(=C3)C(F)(F)F)N3CCOCC3)=O)=C1 |r| (Rac)-2-methyl-6-(6-morpholino-5-(trifluoromethyl)-1H-benzo[d]imidazol-2-yl)-7-((1-(pyrimidin-2-yl)ethyl)amino)-2H-pyrazolo[4,3-b]pyridin-5(4H)-one